ClC1=CC=C2C(=N1)N=C(O2)N2CC(CCC2)CO [1-(5-chlorooxazolo[4,5-b]pyridin-2-yl)-3-piperidyl]methanol